ClC1=C(C=CC(=C1)F)C=1C(OC2=CC(=CC=C2C1)O[C@@H](C(=O)N1CC2CCC(C1)N2C)C)=O (2-chloro-4-fluorophenyl)-7-(((2R)-1-(8-methyl-3,8-diazabicyclo[3.2.1]oct-3-yl)-1-oxopropan-2-yl)oxy)-2H-chromen-2-one